1-(6Z,9Z,12Z-octadecatrienoyl)-2-heptadecanoyl-glycero-3-phosphoserine CCCCCCCCCCCCCCCCC(=O)O[C@H](COC(=O)CCCC/C=C\C/C=C\C/C=C\CCCCC)COP(=O)(O)OC[C@@H](C(=O)O)N